(R)-4-bromo-N-(1-(3-chlorophenyl)ethyl)-2-fluoro-5-nitrobenzamide BrC1=CC(=C(C(=O)N[C@H](C)C2=CC(=CC=C2)Cl)C=C1[N+](=O)[O-])F